N-(2-ethoxy-5-(trifluoromethoxy)benzyl)-1-methylpiperidin-4-amine C(C)OC1=C(CNC2CCN(CC2)C)C=C(C=C1)OC(F)(F)F